NC1=C(C=C(C=C1)C=1C=C2C(N(C(=NC2=CC1)CN1CCOCC1)C)=O)[N+](=O)[O-] 6-(4-amino-3-nitrophenyl)-3-methyl-2-(morpholinomethyl)quinazolin-4(3H)-one